P(=O)(OC(C)(C)C)(OC(C)(C)C)OCN1N=C(C=C1N1C([C@@H](CCC1)CC=1C=NC(=CC1)Cl)=O)C1=CN=NC=C1C (S)-Di-tert-butyl ((5-(3-((6-chloropyridin-3-yl)methyl)-2-oxopiperidin-1-yl)-3-(5-methylpyridazin-4-yl)-1H-pyrazol-1-yl)methyl) phosphate